ClC1=CC(=NC=C1)OCCCC(C(=O)O)(S(=O)(=O)C)C 5-((4-chloropyridin-2-yl)oxy)-2-methyl-2-(methylsulfonyl)pentanoic acid